N-(tert-butyl)decane-1,10-diamine C(C)(C)(C)NCCCCCCCCCCN